COC=1C=C(C=C(C1OC)[N+](=O)[O-])C=1N=C(OC1)C=1C(=[N+](C=CC1)[O-])C(F)(F)F 3-(4-(3,4-dimethoxy-5-nitrophenyl)oxazol-2-yl)-2-(trifluoromethyl)pyridine 1-oxide